TMS(trans-2,3',4,5'-tetramethoxystilbene) [Si](C)(C)(C)C=1C(=C(C=CC1OC)\C=C\C1=CC(=CC(=C1)OC)OC)OC